O1COC2=C1C=CC(=C2)C2CC(=NN2)C2=CC=C(C=C2)Cl 5-(benzo[d][1,3]dioxol-5-yl)-3-(4-chlorophenyl)-4,5-dihydro-1H-pyrazole